(1S,3R)-3-[(tert-butoxycarbonyl)amino]cyclohexane-1-carboxylic acid C(C)(C)(C)OC(=O)N[C@H]1C[C@H](CCC1)C(=O)O